C(CCNC([C@H](O)C(C)(C)CO)=O)(=O)O hydrogen (pantothenate)